IC1CN(C1)C(=O)O 3-iodoazetidine-1-carboxylic acid